methyl 4-toluenesulfonyl-1H-pyrrole-2-carboxylate C(C1=CC=CC=C1)S(=O)(=O)C=1C=C(NC1)C(=O)OC